C1(CCCCCC1)NC(OC1=CC(=C(C=C1)OC)C=1C=NC=C(C1)C1=NC=NN1COCC[Si](C)(C)C)=O 4-methoxy-3-(5-(1-((2-(trimethylsilyl)ethoxy)methyl)-1H-1,2,4-triazol-5-yl)pyridin-3-yl)phenyl cycloheptylcarbamate